(4-amino-6-chloropyridazin-3-yl)methanol NC1=C(N=NC(=C1)Cl)CO